N1=C(C=CC=C1)C1=NOC(=C1)C(=O)O 3-(pyridin-2-yl)isoxazole-5-carboxylic acid